FC1=CC=C2C=NC(=NC2=C1C1=NC=CC(=C1)NC(C=C)=O)NC1=CC=C(C=C1)N1CCCCC1 N-(2-(7-fluoro-2-((4-(piperidin-1-yl)phenyl)amino)quinazolin-8-yl)pyridin-4-yl)acrylamide